C(#C)C1(CC1)NC1=NC(N(C2=NC(=NC=C21)C(F)(F)F)C=2C=NC=CC2)=O 4-((1-ethynyl-cyclopropyl)amino)-1-(pyridin-3-yl)-7-(trifluoromethyl)pyrimido[4,5-d]pyrimidin-2(1H)-one